OOB(O)O hydroxyl-boric acid